C(C)(=O)N1C[C@@H](CC1)NC(=O)N1CCN(C2=CC(=CC=C12)F)C1=CC=C(C=C1)F (R)-N-(1-acetylpyrrolidin-3-yl)-6-fluoro-4-(4-fluorophenyl)-3,4-dihydroquinoxaline-1(2H)-carboxamide